tert-butyl N-[(1r,3r)-3-[[2-(2,6-dioxopiperidin-3-yl)-3-oxo-2,3-dihydro-1H-isoindol-5-yl]oxy]cyclobutyl]carbamate O=C1NC(CC[C@H]1N1CC2=CC=C(C=C2C1=O)OC1CC(C1)NC(OC(C)(C)C)=O)=O